(2S,4S)-1-tert-butoxycarbonyl-4-[[6-[3-[3-[(4-methoxyphenyl)methyl-methyl-amino]propyl]-2-methyl-indazol-4-yl]-2-pyridyl]amino]pyrrolidine-2-carboxylic acid C(C)(C)(C)OC(=O)N1[C@@H](C[C@@H](C1)NC1=NC(=CC=C1)C=1C2=C(N(N=C2C=CC1)C)CCCN(C)CC1=CC=C(C=C1)OC)C(=O)O